O=C1C(C(=O)O)C=CC=N1 2-OXO-NICOTINIC ACID